3-[[4-[3-(Difluoromethyl)-4-fluoro-phenyl]pyrazol-1-yl]methyl]-1-ethyl-pyrazole FC(C=1C=C(C=CC1F)C=1C=NN(C1)CC1=NN(C=C1)CC)F